methyl 6-(bromomethyl)-4-(2-chloro-4-fluorophenyl)-2-(5-methyloxazol-4-yl)-1,4-dihydropyrimidine-5-carboxylate BrCC1=C(C(N=C(N1)C=1N=COC1C)C1=C(C=C(C=C1)F)Cl)C(=O)OC